3-(4-((11-(diethylamino)undecyl)thio)-1-oxoisoindolin-2-yl)piperidine-2,6-dione C(C)N(CCCCCCCCCCCSC1=C2CN(C(C2=CC=C1)=O)C1C(NC(CC1)=O)=O)CC